1-methoxyprop-1-en COC=CC